(R)-3-(3-(cyclopropylamino)piperidin-1-yl)-1,2,4-triazin-5-ol C1(CC1)N[C@H]1CN(CCC1)C=1N=NC=C(N1)O